OC=1C=C2C(CC(NC2=CC1)=O)C 6-hydroxy-4-methyl-3,4-dihydro-1H-quinolin-2-one